CC1=NC2=CC=CC=C2C(N1C1=C(C=CC=C1)C)=O 2-methyl-3-o-tolylquinazolin-4(3H)-one